2-(4-tert-butylphenyl)-1,2,3,4-tetrahydroisoquinoline-1-carbonitrile C(C)(C)(C)C1=CC=C(C=C1)N1C(C2=CC=CC=C2CC1)C#N